CC1CCC(C(C1)O)C(C)C (-)-5-methyl-2-(propan-2-yl)cyclohexan-1-ol